ClC=1C=C2CC(COC2=CC1)NC(C(F)(F)F)=O N-(6-chlorochroman-3-yl)-2,2,2-trifluoro-acetamide